FC1=C(C=C(CN2C(C(=CC(=C2)C(=O)NC2C(C2)CO)C(=O)NC)=O)C=C1)C 1-(4-fluoro-3-methylbenzyl)-N5-(2-(hydroxymethyl)cyclopropyl)-N3-methyl-2-oxo-1,2-dihydropyridine-3,5-dicarboxamide